(2-((4-(trifluoromethyl)phenyl)amino)nicotinoyl)morpholine-2-carbohydrazide FC(C1=CC=C(C=C1)NC1=C(C(=O)N2CC(OCC2)C(=O)NN)C=CC=N1)(F)F